C(C)(C)C1=CC=C(C=C1)CC(C=O)C 3-(4-isopropylphenyl)isobutyraldehyde